1-(4,6-diamino-s-triazin-2-yl)butyl-2-phenyl-4-methylimidazole NC1=NC(=NC(=N1)N)C(CCC)C1=C(N=C(N1)C1=CC=CC=C1)C